2-(2-Bromo-5-fluorophenyl)oxazole BrC1=C(C=C(C=C1)F)C=1OC=CN1